N1N=CC(=C1)C=1C=NC2=CC=C(C=C2N1)N(CCNC(C)C)C1=CC(=CC(=C1)OC)F N1-(3-(1H-pyrazol-4-yl)quinoxalin-6-yl)-N1-(3-fluoro-5-methoxyphenyl)-N2-isopropylethane-1,2-diamine